N'-(6-chloropyridazin-3-yl)-2-tetrahydropyran-2-yl-acetylhydrazine ClC1=CC=C(N=N1)NNC(CC1OCCCC1)=O